CN(C)C(CC)O (N,N-dimethylamino)propanol